(2-[2-fluoro-6-(methoxymethoxy)-8-(4,4,5,5-tetramethyl-1,3,2-dioxaborolan-2-yl)naphthalen-1-yl]ethynyl)tris(propan-2-yl)silane FC1=C(C2=C(C=C(C=C2C=C1)OCOC)B1OC(C(O1)(C)C)(C)C)C#C[Si](C(C)C)(C(C)C)C(C)C